methyl 3-(1-(tert-butoxycarbonyl)piperidin-4-yl)pyrazolo[1,5-a]pyridine-6-carboxylate C(C)(C)(C)OC(=O)N1CCC(CC1)C=1C=NN2C1C=CC(=C2)C(=O)OC